ClC=1C(N(C(=CC1OCC1=C(C=C(C=C1)F)F)C)C=1C=C(CNC(CC)=O)C=CC1F)=O N-{3-[3-chloro-4-[(2,4-difluorobenzyl)oxy]-6-methyl-2-oxopyridin-1(2H)-yl]-4-fluorobenzyl}propanamide